C(C)(C)(C)OC(=O)N1[C@@H](CCC1)C1=NN=C(S1)C(=O)O (S)-5-(1-(tert-butoxycarbonyl)pyrrolidin-2-yl)-1,3,4-thiadiazole-2-carboxylic acid